ClC=1C=C(C=CC1)CCN1[C@H](CN[C@@H](C1)COC1=CC=C(C=C1)S(=O)(=O)C)C |r| rac-trans-1-[2-(3-chlorophenyl)ethyl]-5-[(4-methanesulfonylphenoxy)methyl]-2-methylpiperazine